8-(1-(2-hydroxypropyl)-1H-pyrazol-4-yl)-1-(4-methoxybenzyl)-4-(5-methyloxazol-2-yl)-1,3-dihydro-2H-benzo[b]azepin-2-one OC(CN1N=CC(=C1)C=1C=CC2=C(N(C(CC(=C2)C=2OC(=CN2)C)=O)CC2=CC=C(C=C2)OC)C1)C